C(CCCCCC)C(C(=O)OCC(COC(C(CCCCCCC)CCCCCCC)=O)N1CC2(C1)CCN(CC2)CCCCCO[Si](C)(C)C(C)(C)C)CCCCCCC 2-(7-(5-((tert-butyldimethylsilyl)oxy)pentyl)-2,7-diazaspiro[3.5]nonan-2-yl)propane-1,3-diyl bis(2-heptylnonanoate)